4-phenylpyrrolidine-2-carboxamide di-trifluoroacetate salt FC(C(=O)O)(F)F.FC(C(=O)O)(F)F.C1(=CC=CC=C1)C1CC(NC1)C(=O)N